[2H]C(NC(=O)NC12CC(C1)(C2)C(F)(F)F)(C2=CC(=CC=C2)OC(F)(F)F)[2H] 1-[dideuterio-[3-(trifluoromethoxy)phenyl]methyl]-3-[3-(trifluoromethyl)-1-bicyclo[1.1.1]pentanyl]urea